mono-isononyl itaconate C(C(=C)CC(=O)[O-])(=O)OCCCCCCC(C)C